C1(NCCC2=CC=CC=C12)=O Dihydroisoquinolin-1(2H)-one